(2S)-4-(3,3-difluoroazetidin-1-yl)-2-[9H-fluoren-9-ylmethoxycarbonyl-(methyl)amino]-4-oxobutanoic acid FC1(CN(C1)C(C[C@@H](C(=O)O)N(C)C(=O)OCC1C2=CC=CC=C2C=2C=CC=CC12)=O)F